C(#N)CCN(CCC#N)C1CCCCC1 N,N-bis(cyanoethyl)cyclohexylamine